N,6-dimethyl-5-(4-(3-(5-methyl-6-oxo-1,6-dihydropyrimidin-2-yl)cyclopent-2-en-1-yl)piperazin-1-yl)picolinamide CNC(C1=NC(=C(C=C1)N1CCN(CC1)C1C=C(CC1)C=1NC(C(=CN1)C)=O)C)=O